tert-butylate CC(C)(C)[O-]